Cl.N1(N=CC=C1)CO pyrazole-1-methanol hydrochloride